C(C)OC1=C(C(=O)O)C=CC(=C1)NCCCCCCCC(F)(F)F 2-ethoxy-4-((8,8,8-trifluorooctyl)amino)benzoic acid